FC=1C(=CC=C2C1OCCC21N=C2N(C=C(C=C2)C#N)C1)I 8-fluoro-7-iodo-3'H-spiro[chroman-4,2'-imidazo[1,2-a]pyridine]-6'-carbonitrile